t-butyl 2-((5-((3-bromo-4-(1H-imidazol-1-yl)phenyl) (5-(3,5-Dimethylisoxazol-4-yl)-2-methylphenyl)amino)n-pentyl)oxy)acetate BrC=1C=C(C=CC1N1C=NC=C1)N(CCCCCOCC(=O)OC(C)(C)C)C1=C(C=CC(=C1)C=1C(=NOC1C)C)C